N-(3-(2-(2-Aminopyridin-3-yl)-3-(4-(hydroxymethyl)phenyl)-3H-imidazo[4,5-b]pyridin-5-yl)phenyl)acetamide NC1=NC=CC=C1C1=NC=2C(=NC(=CC2)C=2C=C(C=CC2)NC(C)=O)N1C1=CC=C(C=C1)CO